FC1=C2C[C@@H](NC2=CC(=C1N1CC(NS1(=O)=O)=O)O)CNCCC(C)C 5-[(2R)-4-fluoro-6-hydroxy-2-{[(3-methylbutyl)amino]methyl}-2,3-dihydro-1H-indol-5-yl]-1λ6,2,5-thiadiazolidine-1,1,3-trione